3-chloro-4-(1-(3-cyanopyridin-2-yl)-5-(3,5-dimethylisoxazol-4-yl)-1H-pyrrolo[2,3-b]pyridin-3-yl)-5-(trifluoromethoxy)benzoic acid ClC=1C=C(C(=O)O)C=C(C1C1=CN(C2=NC=C(C=C21)C=2C(=NOC2C)C)C2=NC=CC=C2C#N)OC(F)(F)F